The molecule is a zwitterion obtained by transfer of a proton from the carboxy group to the cytidine ring of lysidine. Nucleoside used in tRNA Ile2 at position 34. Ensures the tRNA only charges Ile and not Met. C1=C[N+](=C(N=C1N)NCCCC[C@@H](C(=O)[O-])N)[C@H]2[C@@H]([C@@H]([C@H](O2)CO)O)O